ethyl 3-(5-amino-2-chloro-4-fluorophenyl)-5-methyl-4,5-dihydro-5-isoxazolecarboxylate NC=1C(=CC(=C(C1)C1=NOC(C1)(C(=O)OCC)C)Cl)F